C(C=C)(=O)SCCSC=1SC(=NN1)SC(C)C 2-acryloylthioethylthio-5-isopropylthio-1,3,4-thiadiazole